ClC=1C(=CC(=C(C=O)C1)OCC=1C=NC=C(C1)C#N)OCC1=C(C(=CC=C1)C1=C2CCN(C2=CC=C1)CCCN1CCC(CC1)F)C 5-Chloro-2-((5-cyanopyridin-3-yl)methoxy)-4-(3-(1-(3-(4-fluoropiperidin-1-yl)propyl)indoline-4-yl)-2-methylbenzyloxy)benzaldehyde